(S)-1-(1-(3-bromo-5-fluorophenyl)-2-hydroxyethyl)-4-(3-(2-methyl-[1,2,4]triazolo[1,5-a]pyridin-6-yl)-1H-indazol-5-yl)pyridin-2(1H)-one BrC=1C=C(C=C(C1)F)[C@@H](CO)N1C(C=C(C=C1)C=1C=C2C(=NNC2=CC1)C=1C=CC=2N(C1)N=C(N2)C)=O